N-(5-(2-(2,5-dimethylpiperidin-1-yl)acetamido)-2-methylpyridin-3-yl)-2-(1-methyl-1H-pyrazol-4-yl)-1H-pyrrolo[2,3-b]pyridine-5-carboxamide CC1N(CC(CC1)C)CC(=O)NC=1C=C(C(=NC1)C)NC(=O)C=1C=C2C(=NC1)NC(=C2)C=2C=NN(C2)C